methyl 4-{[3-chloro-4-(morpholine-4-carbonyl) pyridin-2-yl] amino}-3-cyclopropyl-5-fluorobenzoate ClC=1C(=NC=CC1C(=O)N1CCOCC1)NC1=C(C=C(C(=O)OC)C=C1F)C1CC1